C(=CC=CC)C(=O)OCC(CC(C(=O)O)=CC=CC)(CC)COC(=O)C=CC=CC.C(\C=C\C=C\C)(=O)O.C(\C=C\C=C\C)(=O)O.C(\C=C\C=C\C)(=O)O.C(O)C(CC)(CO)CO trimethylolpropane trisorbate (2,2-bis[(1,3-pentadienecarbonyloxy)methyl]butyl-2,4-hexadienoate)